camphor methyl-sulfate COS(=O)(=O)O.C12(C(=O)CC(CC1)C2(C)C)C